(R)-6-(4-(2-(2-methoxyethoxy)phenyl)piperidin-1-yl)-2-(5-methylpyrazin-2-yl)-2-azaspiro[3.4]octane COCCOC1=C(C=CC=C1)C1CCN(CC1)[C@H]1CC2(CN(C2)C2=NC=C(N=C2)C)CC1